2-(7-chloroquinolin-8-yl)-2,2-difluoroacetic acid ClC1=CC=C2C=CC=NC2=C1C(C(=O)O)(F)F